ClC1=CC=C(C=C1)/C=C/C(=O)C1=C(C=C(C=C1)OC)O (E)-3-(4-Chlorophenyl)-1-(2-hydroxy-4-methoxyphenyl)prop-2-en-1-one